F[C@@H]1C[C@@]2(CCCN2C1)COC1=NC2=C(C(=C(C=C2C(=N1)N1CC2CCC(C1)N2)Cl)C2=NC(=CC1=CC=CC(=C21)F)N)F 1-(2-{[(2R,7aS)-2-fluoro-hexahydro-1H-pyrrolizin-7a-yl]methoxy}-6-chloro-4-{3,8-diazabicyclo[3.2.1]octan-3-yl}-8-fluoroquinazolin-7-yl)-8-fluoroisoquinoline-3-amine